C(#N)C1=NC=CC(=C1)NC(=O)C=1C=NN(C1C(F)(F)F)C1=CC=CC2=CC=CC=C12 N-(2-cyanopyridin-4-yl)-1-(naphthalen-1-yl)-5-(trifluoromethyl)-1H-pyrazole-4-carboxamide